(5R,8S,9S)-9-methyl-6,7,8,9-tetrahydro-5H-5,8-epiminocyclohepta[c]pyridine C[C@@H]1[C@@H]2CC[C@H](C3=C1C=NC=C3)N2